2,10-bis(1-naphthyl)-9-phenylanthracene C1(=CC=CC2=CC=CC=C12)C1=CC2=C(C3=CC=CC=C3C(=C2C=C1)C1=CC=CC2=CC=CC=C12)C1=CC=CC=C1